N,N'-bis(2,3-dihydroxypropyl)-5-amino-2,4,6-tri-iodoisophthalamide OC(CNC(C1=C(C(C(=O)NCC(CO)O)=C(C(=C1I)N)I)I)=O)CO